1-(3,5-difluorophenyl)-3-(4-fluoro-3-(3-(piperazin-1-yl)quinoxaline-6-carbonyl)phenyl)urea FC=1C=C(C=C(C1)F)NC(=O)NC1=CC(=C(C=C1)F)C(=O)C=1C=C2N=C(C=NC2=CC1)N1CCNCC1